C12(CC3CC(CC(C1)C3)C2)NC(C2=CC=C(C=C2)[C@@H]2N([C@H](CC3=CC(=CC=C23)OC)CCCC)C(C#C[Si](C)(C)C)=O)=O N-((3R,5R,7R)-adamantan-1-yl)-4-((1S,3S)-3-butyl-6-methoxy-2-(3-(trimethylsilyl)propioloyl)-1,2,3,4-tetrahydroisoquinolin-1-yl)benzamide